FC(COC1=CC=C(C=O)C=C1)(F)F 4-(2,2,2-trifluoroethoxy)-benzaldehyde